BrC=1N(C(=C(N1)[N+](=O)[O-])C)C 2-bromo-1,5-dimethyl-4-nitro-1H-imidazole